FC(OC1=CC=C(C=C1)NC(NC1=CN(C2=CC=C(C=C12)F)C(=O)C1=C(CNCC(=O)O)C=CC=C1)=O)F 2-(3-(3-(4-(difluoromethoxy)phenyl)ureido)-5-fluoro-1H-indole-1-carbonyl)benzyl-glycine